C1(CC1)NC(C1=C(C=C(C=C1OC)C1=CN=C2N1C=CC(=C2)OCCCN2CC(CC2)O)OC(F)F)=O N-cyclopropyl-2-(difluoromethoxy)-4-[7-[3-(3-hydroxypyrrolidin-1-yl)propoxy]imidazo[1,2-a]pyridin-3-yl]-6-methoxy-benzamide